C1(CC1)CC1=C(C(=NN1C=1SC=C(N1)C(=O)O)C1=CC(=CC=C1)OC1=CC=C(C=C1)C(F)(F)F)CC1=CC=C(C=C1)S(N)(=O)=O 2-(5-(cyclopropylmethyl)-4-(4-sulfamoylbenzyl)-3-(3-(4-(trifluoromethyl)phenoxy)-phenyl)-1H-pyrazol-1-yl)thiazole-4-carboxylic acid